FC1=C(O[P@@](=O)(C2=CC=CC=C2)N[C@@H](C)C(=O)OC(C)C)C(=C(C(=C1F)F)F)F isopropyl ((S)-(perfluorophenoxy)(phenyl)phosphoryl)-L-alaninate